CS(=O)(=O)O.C(C)C=1C(NC=2C=C(C=NC2C1)CN1CCN([C@H]2CC[C@@H]12)C=1C=CC(=NC1)C(=O)NC)=C=O 5-((1S,6R)-5-((7-ethyl-6-carbonyl-5,6-dihydro-1,5-naphthyridin-3-yl)methyl)-2,5-diazabicyclo[4.2.0]octan-2-yl)-N-methylpyridine-2-carboxamide methanesulfonate